N[C@@](C)(C1CCC1)C1=NN(C2=CN=C(C=C21)NC2=CC=C1C(=N2)CC(OC1=O)(C)C)C 2-({3-[(1S)-1-amino-1-cyclobutylethyl]-1-methylpyrazolo[3,4-c]pyridin-5-yl}amino)-7,7-dimethyl-7,8-dihydro-5H-pyrano[4,3-b]pyridin-5-one